C(CCC)OC(=O)C(\C(=C\C)\C)C(=O)OCCCC (E)-2-methyl-but-2-enedicarboxylic acid-dibutyl ester